Methyl (2R)-2-{[(1,2,3,5,6,7-hexahydro-s-indacen-4-yl)carbamoyl]amino}-3-phenylpropanoate C1CCC2=C(C=3CCCC3C=C12)NC(=O)N[C@@H](C(=O)OC)CC1=CC=CC=C1